2-Isopropyl-1,3-bis(methoxymethoxy)benzene C(C)(C)C1=C(C=CC=C1OCOC)OCOC